N-(3-(4-borono-2-fluorobenzamido)propyl)-N-(4-borono-2-fluorobenzoyl)glycine B(O)(O)C1=CC(=C(C(=O)NCCCN(CC(=O)O)C(C2=C(C=C(C=C2)B(O)O)F)=O)C=C1)F